C(C=C)(=O)O.C(C=C)(=O)O.C(C=C)(=O)O.C(C=C)(=O)O.C(CO)O ethylene glycol tetraacrylate